CC=1C(=NNC1NC(C=CC1=C(C=CC=C1)C)=O)C1=CC=NC=C1 N-(4-methyl-3-(pyridin-4-yl)-1H-pyrazol-5-yl)-3-(o-tolyl)propenamide